4-aminophenyl-tetrazolic acid NC1=CC=C(C=C1)OC(=O)C1=NN=NN1